ClC1=C(C=CC=C1)C=1C(=CC=CC1)C(=O)OC methyl 2'-chloro-[1,1'-biphenyl]-2-carboxylate